2-{[5-(3-{1-Azabicyclo[2.2.2]octan-4-yl}-1,2,4-oxadiazol-5-yl)-4-{[(1S)-2-hydroxy-1-phenylethyl]amino}pyridin-2-yl]amino}-7,7-dimethylfuro[3,4-d]pyrimidin-5-one N12CCC(CC1)(CC2)C2=NOC(=N2)C=2C(=CC(=NC2)NC=2N=CC1=C(N2)C(OC1=O)(C)C)N[C@H](CO)C1=CC=CC=C1